C(C)N(C(C1=CN=CC=C1)=O)C1=CC(=CC=C1)[C@H](C)NC1=CN=C2C(=N1)N(N=C2)C (S)-N-ethyl-N-(3-(1-((1-methyl-1H-pyrazolo[3,4-b]pyrazin-6-yl)amino)ethyl)phenyl)nicotinamide